C(C)(C)(C)OC(=O)N1C(C=CC2=CC=C(C=C12)OCCCCCl)=O 1-N-tert-butyloxycarbonyl-7-(4-chlorobutoxy)-quinolin-2-one